CS(=O)(=O)C=1C=C(C=NC1)C1=CC(=NC=C1)C=1NC(=CN1)C1=NC=CC=C1 5-(Methylsulfonyl)-2'-(5-(pyridin-2-yl)-1H-imidazol-2-yl)-3,4'-bipyridine